O=C1NC(CCC1N1C(C2=CC=C(C=C2C1=O)N1CCC(CC1)C1CCN(CC1)CC1CCNCC1)=O)=O 2-(2,6-Dioxopiperidin-3-yl)-5-(1'-(piperidin-4-ylmethyl)-[4,4'-bipiperidin]-1-yl)isoindoline-1,3-dione